O=C(CN1C(CCCC1)=O)C1=CC=C(C=C1)C1=NOC(=N1)C(F)(F)F 1-(2-oxo-2-(4-(5-(trifluoromethyl)-1,2,4-oxadiazol-3-yl)phenyl)ethyl)piperidin-2-one